4-amino-1-((2R,4S,5R)-5-(chloroethynyl)-4-hydroxy-5-(hydroxymethyl)tetrahydrofuran-2-yl)-5-fluoropyrimidin-2(1H)-one NC1=NC(N(C=C1F)[C@@H]1O[C@@]([C@H](C1)O)(CO)C#CCl)=O